Thiophene-2-hydroxamic acid S1C(=CC=C1)C(=O)NO